2-chloro-3,4-bis[(4-methoxyphenyl)methoxy]benzoic acid ClC1=C(C(=O)O)C=CC(=C1OCC1=CC=C(C=C1)OC)OCC1=CC=C(C=C1)OC